1-[2-(dimethylamino)ethyl]-1H-pyrazol CN(CCN1N=CC=C1)C